ClC=1C=CC=2N(C1[C@H](C#C)O)C=NC2 (S)-1-(6-chloroimidazo[1,5-a]pyridin-5-yl)prop-2-yn-1-ol